[Cu]=S copper (II)-sulfide